(1s,4s)-4-((2-((2-(1-(Cyclopropylsulfonyl)-1H-pyrazol-4-yl)pyrimidin-4-yl)amino)-5-((1-(trifluoromethyl)-1H-pyrazol-4-yl)ethynyl)pyridin-4-yl)amino)-1-methyl-cyclohexan-1-ol C1(CC1)S(=O)(=O)N1N=CC(=C1)C1=NC=CC(=N1)NC1=NC=C(C(=C1)NC1CCC(CC1)(O)C)C#CC=1C=NN(C1)C(F)(F)F